tris(4-isocyanatophenyl) thiophosphate P(=S)(OC1=CC=C(C=C1)N=C=O)(OC1=CC=C(C=C1)N=C=O)OC1=CC=C(C=C1)N=C=O